FC1=C(C(=CC=C1)F)C1=CC=CC=C1 2,6-difluoro-[1,1'-biphenyl]